methyl 4-(2-(3-bromophenyl)-2-hydroxyethoxy)-2,2-dimethylbutanoate BrC=1C=C(C=CC1)C(COCCC(C(=O)OC)(C)C)O